(3S,4S,5R,6R)-3,4,5,6,7-pentahydroxyheptanone O[C@H](C(C)=O)[C@H]([C@@H]([C@@H](CO)O)O)O